FC1=C(C=C(C=C1)C1=C(N=C(S1)N)CC(C)C)OC 5-(4-fluoro-3-methoxyphenyl)-4-isobutylthiazol-2-amine